ClC1=NC=C(C(=N1)N1N=CC(=C1)C(=O)OC)F methyl 1-(2-chloro-5-fluoropyrimidin-4-yl)-1H-pyrazole-4-carboxylate